ClC1=C(C=C2CCNCC2=C1)NC1=NC=C(C(=N1)C=1SC(=C(C1)S(=O)(=O)C)C(F)(F)F)C(F)(F)F 7-chloro-N-(4-(4-(methylsulfonyl)-5-(trifluoromethyl)thiophen-2-yl)-5-(trifluoromethyl)pyrimidin-2-yl)-1,2,3,4-tetrahydroisoquinolin-6-amine